C(C)(C)(C)OC(=O)N1[C@H](C2=CC=CC(=C2CC1)C(CF)(O)CF)C (1S)-5-[2-fluoro-1-(fluoromethyl)-1-hydroxy-ethyl]-1-methyl-3,4-dihydro-1H-isoquinoline-2-carboxylic acid tert-butyl ester